l-2-(piperazin-1-yl)ethan-1-amine N1(CCNCC1)CCN